CC12C(CC3C1C(=CC1(CCCCC31)O2)C(=O)[O-])[C@@H]2N[C@@H](CCC2)C 3-methyl-2-((2R,6R)-6-methylpiperidin-2-yl)-1,2,3,3a,6,7,8,9,9a,9b-decahydro-3,5a-epoxycyclopenta[a]naphthalene-4-carboxylate